BrC1=CC=C(C=C1)CO[Si](C)(C)C(C)(C)C (4-bromophenyl)methoxy-tert-butyl-dimethyl-silane